CCC(C)CC(C)CCCCCCCCC(=O)NC1C[C@H]([C@H](NC(=O)[C@@H]2[C@H](CCN2C(=O)[C@@H](NC(=O)[C@@H](NC(=O)[C@@H]3C[C@H](CN3C(=O)[C@@H](NC1=O)[C@@H](C)O)O)[C@@H]([C@H](C4=CC=C(C=C4)O)O)O)[C@@H](CCN)O)O)NCCN)O.CC(=O)O.CC(=O)O The molecule is the diacetate salt of caspofungin. It is used for the treatment of invasive candidiasis, and of aspergillosis in patients who are refractory to, or intolerant of, other therapy. It has a role as an antiinfective agent. It is an acetate salt and an antibiotic antifungal drug. It contains a caspofungin.